1-((2,6-dihydroxy-5'-methyl-4-pentyl-1',2',3',4'-tetrahydro-[1,1'-biphenyl]-3-yl)sulfonyl)azetidin-3-one OC1=C(C(=CC(=C1S(=O)(=O)N1CC(C1)=O)CCCCC)O)C1CCCC(=C1)C